N-(pyridin-4-yl)thiazole-2-thioamide N1=CC=C(C=C1)NC(=S)C=1SC=CN1